4-((2-(2-(Benzyloxy)-4,6-dihydroxybenzoyl)-1,2,3,4-tetrahydro-isoquinolin-8-yl)amino)-1-methylpiperidin-2-one C(C1=CC=CC=C1)OC1=C(C(=O)N2CC3=C(C=CC=C3CC2)NC2CC(N(CC2)C)=O)C(=CC(=C1)O)O